(R)-2-(3-(1-fluoro-1-(4-methyl-4H-1,2,4-triazol-3-yl)propyl)phenyl)-6-(((1-methylcyclobutyl)amino)methyl)-4-(trifluoromethyl)isoindolin-1-one F[C@@](CC)(C1=NN=CN1C)C=1C=C(C=CC1)N1C(C2=CC(=CC(=C2C1)C(F)(F)F)CNC1(CCC1)C)=O